Disodium Edetate, Dihydrate O.O.C(N(CC(=O)[O-])CC(=O)O)CN(CC(=O)O)CC(=O)[O-].[Na+].[Na+]